C(CCCCCCCCCCCCCCC)(=O)C([C@@H]([C@@H]1C(=C(C(=O)O1)O)O)O)O 6-hexadecanoyl-ascorbic acid